(R)-1-cyclopropyl-N-(1-methyl-cyclopropyl)-4-((2-methylthiazol-5-yl)methyl)-5-oxo-1,2,4,5-tetrahydroimidazo[1,2-a]-quinazoline-7-sulfonamide C1(CC1)[C@@H]1CN=C2N1C1=CC=C(C=C1C(N2CC2=CN=C(S2)C)=O)S(=O)(=O)NC2(CC2)C